C(C=C)OC1=C(C=C(C(=C1)Cl)Cl)C(C1CCN(CC1)C(C(F)(F)F)=O)NC(OCC1C2=CC=CC=C2C=2C=CC=CC12)=O (9H-fluoren-9-yl)methyl ((2-(allyloxy)-4,5-dichlorophenyl)(1-(2,2,2-trifluoroacetyl)piperidin-4-yl)methyl)carbamate